(1R,2S)-2-Cyanocyclopentyl-(8-chloro-7-fluoro-6-(8-methyl-2,3-dihydro-1H-pyrido[2,3-b][1,4]oxazin-7-yl)isochinolin-3-yl)carbamat C(#N)[C@@H]1[C@@H](CCC1)N(C([O-])=O)C=1N=CC2=C(C(=C(C=C2C1)C1=C(C2=C(OCCN2)N=C1)C)F)Cl